COC1=C(C=C(C=O)C=C1)C=1C=CC=2C(N(C(C3=CC=CC1C23)=O)CCCCCC)=O 4-methoxy-3-(2-hexyl-2,3-dihydro-1,3-dioxo-1H-benzo[de]isoquinolin-6-yl)benzaldehyde